C(C1=CC=CC=C1)N(C(C(=O)C1=CNC2=C(C=C(C(=C12)OCC1=CC=CC=C1)F)Br)=O)C1CC1 N-benzyl-2-(4-(benzyloxy)-7-bromo-5-fluoro-1H-indol-3-yl)-N-cyclopropyl-2-oxoacetamide